FC1=C(C(=CC(=C1)F)OC(C)C)C=1C2=C(C(=NC1C1=NC=3CN(CCC3C=C1)C(=O)OC(C)(C)C)O)C=CS2 tert-butyl 2-[7-(2,4-difluoro-6-isopropoxy-phenyl)-4-hydroxy-thieno[3,2-c]pyridin-6-yl]-6,8-dihydro-5H-1,7-naphthyridine-7-carboxylate